(R)-1-(3-(5-chloro-2-(1-(2,2-difluoroethyl)-1H-pyrazol-4-ylamino)-7H-pyrrolo[2,3-d]pyrimidin-4-ylamino)piperidin-1-yl)prop-2-en-1-one ClC1=CNC=2N=C(N=C(C21)N[C@H]2CN(CCC2)C(C=C)=O)NC=2C=NN(C2)CC(F)F